4-(5-ethynyl-2-{[4-(4-methylpiperazin-1-yl)phenyl]amino}-7-oxopyrido[2,3-d]pyrimidin-8-yl)pyrrolidin-2-one C(#C)C1=CC(N(C=2N=C(N=CC21)NC2=CC=C(C=C2)N2CCN(CC2)C)C2CC(NC2)=O)=O